NC=1C2=C(N=C(N1)C)C=CC(=N2)C=2C=C(C=CC2)C#C[C@](C)(O)C2=NC=CN=C2 (S)-4-[3-(4-Amino-2-methyl-pyrido[3,2-d]pyrimidin-6-yl)phenyl]-2-pyrazin-2-yl-but-3-yn-2-ol